5-(4-((3-ethyl-5-fluoro-2-oxo-1,2,3,4-tetrahydroquinazolin-7-yl)methyl)piperazin-1-yl)-N,6-dimethylpicolinamide C(C)N1C(NC2=CC(=CC(=C2C1)F)CN1CCN(CC1)C=1C=CC(=NC1C)C(=O)NC)=O